3-(2-bromo-6-methyl-1-(1-methyl-1H-indazol-5-yl)-7-oxo-3-(phenylsulfonyl)-6,7-dihydro-3H-spiro[dipyrrolo[2,3-b:3',2'-d]pyridine-8,4'-piperidin]-1'-yl)propanenitrile BrC1=C(C=2C(=NC=C3C2C2(CCN(CC2)CCC#N)C(N3C)=O)N1S(=O)(=O)C1=CC=CC=C1)C=1C=C3C=NN(C3=CC1)C